BrC1=CC=C(C=C1)S(=O)(=NCC)N1CCN(CC1)C(=O)OC(C)(C)C tert-butyl 4-(4-bromo-N-ethylphenylsulfonimidoyl)piperazine-1-carboxylate